Cl.Cl.Cl.Cl.C(C)C1=C2C=CC(=CC2=CC=C1)O 5-ethylnaphthalene-2-ol tetrahydrochloride